N[C@](COC=1C2=C(N=C(N1)NC1=CC(=C(C=C1)N1CCC(CC1)N(C)C)OC)SC=C2C)(CC(C)C)C (S)-4-((2-amino-2,4-dimethylpentyl)oxy)-N-(4-(4-(dimethylamino)piperidin-1-yl)-3-methoxyphenyl)-5-Methylthieno[2,3-d]pyrimidin-2-amine